COC1=C(C(=CC(=C1)C1=CN(C(C2=CN=CC=C12)=O)C)OC)CN1CC(C1)(C(=O)OC)C methyl 1-[[2,6-dimethoxy-4-(2-methyl-1-oxo-1,2-dihydro-2,7-naphthyridin-4-yl) phenyl] methyl]-3-methylazetidine-3-carboxylate